L-citrulline (benzoylmethyl) ester C(C1=CC=CC=C1)(=O)COC([C@@H](N)CCCNC(=O)N)=O